NC1=NC=C(C=C1C1=CN(C(C=C1)=O)C(C)C)C=1C=C2CC(N(C2=CC1)C)=O 5-(2-amino-1'-isopropyl-6'-oxo-1',6'-dihydro-[3,3'-bipyridin]-5-yl)-1-methylindolin-2-one